OC1=C(C=CC=C1)C1=C(C=CC=C1)O 2-(2-hydroxyphenyl)phenol